C1(CCCCC1)C(C1CCCCC1)C dicyclohexylmethyl-methane